N-((1R,3r,5S,6r)-3-(6-chloro-1H-indazol-4-yl)-3-hydroxybicyclo[3.1.0]hexan-6-yl)-3-(methylsulfonyl)benzamide ClC1=CC(=C2C=NNC2=C1)C1(C[C@H]2C([C@H]2C1)NC(C1=CC(=CC=C1)S(=O)(=O)C)=O)O